(Z)-4-(3-(4-chlorophenyl)-5-(quinoxalin-6-yl)-4,5-dihydro-1H-pyrazol-1-yl)-4-oxobut-2-enoic acid ClC1=CC=C(C=C1)C1=NN(C(C1)C=1C=C2N=CC=NC2=CC1)C(\C=C/C(=O)O)=O